C(#N)N1C[C@H](CC1)C(=O)NC=1SC2=C(N1)C=C(C=C2)C=2C(=NOC2C)C (S)-1-cyano-N-(5-(3,5-dimethylisoxazol-4-yl)benzo[d]thiazol-2-yl)pyrrolidine-3-carboxamide